1-(2-((2S,4R)-4-fluoro-2-(2-fluoro-3-(trifluoromethoxy)phenylcarbamoyl)pyrrolidin-1-yl)-2-oxoethyl)-5-(pyrimidin-5-yl)-1H-indazole-3-carboxamide F[C@@H]1C[C@H](N(C1)C(CN1N=C(C2=CC(=CC=C12)C=1C=NC=NC1)C(=O)N)=O)C(NC1=C(C(=CC=C1)OC(F)(F)F)F)=O